titanium octanediol C(CCCCCCC)(O)O.[Ti]